COC1=CC=C(C=N1)[C@H](CC(=O)O)N1C(N(CC1)CCCC1=NC=2NCCCC2C=C1)=O (3S)-3-(6-methoxypyridin-3-yl)-3-[2-oxo-3-[3-(5,6,7,8-tetrahydro-1,8-naphthyridin-2-yl)propyl]imidazolidin-1-yl]propanoic acid